tert-butyl (3R,5S)-4-(2-((5-(2,4-dioxotetrahydropyrimidin-1(2H)-yl)pyridin-2-yl)amino)-2-oxoethyl)-3,5-dimethylpiperazine-1-carboxylate O=C1N(CCC(N1)=O)C=1C=CC(=NC1)NC(CN1[C@@H](CN(C[C@@H]1C)C(=O)OC(C)(C)C)C)=O